5-chloro-N-(3-cyclopropyl-5-(((3R,5S)-3,4,5-trimethylpiperazine-1-yl)methyl)phenyl)-4-(6-methyl-1H-indole-3-yl)pyrimidine-2-amine ClC=1C(=NC(=NC1)NC1=CC(=CC(=C1)CN1C[C@H](N([C@H](C1)C)C)C)C1CC1)C1=CNC2=CC(=CC=C12)C